(3aR,5s,6aS)-N-[6-(1,3-dimethylpyrazol-4-yl)pyridazin-3-yl]-2-(2-phenylethyl)-3,3a,4,5,6,6a-hexahydro-1H-cyclopenta[c]pyrrol-5-amine CN1N=C(C(=C1)C1=CC=C(N=N1)NC1C[C@@H]2[C@@H](CN(C2)CCC2=CC=CC=C2)C1)C